(S)-tert-butyl-1-(chloromethyl)-5-hydroxy-1H-benzo[e]indole-3(2H)-carboxylate C(C)(C)(C)OC(=O)N1C[C@H](C=2C3=C(C(=CC12)O)C=CC=C3)CCl